The molecule is a tetrapeptide hydroxamate siderophore that is isolated from Streptomyces coelicolor. It has a role as a siderophore and a bacterial metabolite. It is a tetrapeptide, a hydroxamic acid and a member of formamides. It is a conjugate acid of a coelichelin(3-). C[C@H]([C@H](C(=O)N(CCC[C@@H](C(=O)O)NC(=O)[C@@H](CCCN(C=O)O)N)O)NC(=O)[C@@H](CCCN(C=O)O)N)O